N-(5-((6,7-dimethoxyquinolin-4-yl)oxy)pyridin-2-yl)-5-(4-fluorophenyl)-1-isopropyl-4-oxo-1,4-dihydropyridazine-3-carboxamide COC=1C=C2C(=CC=NC2=CC1OC)OC=1C=CC(=NC1)NC(=O)C1=NN(C=C(C1=O)C1=CC=C(C=C1)F)C(C)C